BrC=1C(=C(C=CC1)C1=CC(=NO1)N1CCN(CC1)C(=O)OC(C)(C)C)OC tert-butyl 4-(5-(3-bromo-2-methoxyphenyl)isoxazol-3-yl)piperazine-1-carboxylate